O1NCCC=C2C1=NC=N2 Dihydroimidazooxazepine